7-methyl-4-(4-nitro-2-(trifluoromethyl)benzyl)-4,7-diazaspiro[2.5]octaneFormaldehyde CN1CCN(C2(CC2C=O)C1)CC1=C(C=C(C=C1)[N+](=O)[O-])C(F)(F)F